Br.N[C@@H]1CC2=CC(=CC(=C2CC1)F)F (S)-2-amino-5,7-difluoro-1,2,3,4-tetrahydronaphthalene hydrobromide